ethyl (Z)-3-[2-(1-ethoxyethoxy) ethyl]-7-methylocta-2,6-dienoate C(C)OC(C)OCC\C(=C/C(=O)OCC)\CCC=C(C)C